N-(3-borono-5-nitrobenzoyl)glycine B(O)(O)C=1C=C(C(=O)NCC(=O)O)C=C(C1)[N+](=O)[O-]